tris(ethoxy)-n-butoxy silyl ether [SiH3]OOCCCC(OCC)(OCC)OCC